C12(CC3CC(CC(C1)C3)C2)CC(=O)NN2C(C=3C1CCC(C3C(=N2)C(C)C)CC1)=O 2-(1-adamantyl)-N-(4-isopropyl-1-oxo-5,6,7,8-tetrahydro-5,8-ethanophthalazin-2(1H)-yl)acetamide